COC=1C=C(C=CC1)N1NC(C=2C=NC(=CC21)NC2=NC=NC(=C2)OC)=O 1-(3-methoxyphenyl)-6-((6-methoxypyrimidin-4-yl)amino)-1,2-dihydro-3H-pyrazolo[4,3-c]pyridin-3-one